2-bromo-4,4-dimethylcyclopentaphenanthrene BrC1=CC=2C(C3=CC=CC=C3C3=CC=CC(C23)(C)C)=C1